Cl.FC1=C2CC(CC2=CC=C1Cl)N 4-fluoro-5-chloro-indan-2-amine hydrochloride